NC1=C(C=C(C=N1)NC(C(N1[C@H](CC[C@@H](C1)C)C=1C=CC2=C(N=C(S2)[C@@H]2CN(CCO2)C)C1)=O)=O)CC N-(6-amino-5-ethyl-3-pyridyl)-2-oxo-2-[(2R,5S)-5-methyl-2-[2-[(2S)-4-methylmorpholin-2-yl]-1,3-benzothiazol-5-yl]-1-piperidyl]acetamide